2-(2-methoxypropane-2-yl)pyrimidine-5-carboxylic acid COC(C)(C)C1=NC=C(C=N1)C(=O)O